C(CCCCCCC)(=O)[O-].O[Al+]O dihydroxyaluminum octanate